C(C)C=C(C(=O)[O-])CCCC Ethyl-Butylacrylat